BrC1=C(C#N)C=C(C=C1CO)NC1=NC=C(C(=N1)N[C@H]1[C@@H](CCC1)C#N)C 2-bromo-5-((4-(((trans)-2-cyanocyclopentyl)amino)-5-methylpyrimidin-2-yl)amino)-3-(hydroxymethyl)benzonitrile